3-((3-exo)-3-((5-((5-methyl-1H-pyrazol-3-yl)amino)thiazolo[4,5-d]pyrimidin-7-yl)amino)-8-azabicyclo[3.2.1]oct-8-yl)propionitrile CC1=CC(=NN1)NC=1N=C(C2=C(N1)N=CS2)NC2CC1CCC(C2)N1CCC#N